N-(3-chloro-5-(methylsulfonyl)phenyl)-4-(2,6-difluorophenyl)thiophene-2-carboxamide ClC=1C=C(C=C(C1)S(=O)(=O)C)NC(=O)C=1SC=C(C1)C1=C(C=CC=C1F)F